CC(C)([S@](=O)NCC1=NC=CC(=C1F)C1=CC(=CC=2C=C(OC21)F)COC2=C(C=CC(=C2)C)CC(=O)OCC)C (+)-(S)-ethyl 2-(2-((7-(2-((1,1-dimethylethylsulfinamido)methyl)-3-fluoropyridin-4-yl)-2-fluorobenzofuran-5-yl)methoxy)-4-methylphenyl)acetate